C(O[C@@]1(C(OCC=2C(N3CC=4C(=NC=5C=CC(=CC5C4)OC)C3=CC21)=O)=O)CC)(OC2=CC=C(C=C2)[N+](=O)[O-])=O (S)-4-ethyl-9-methoxy-3,14-dioxo-3,4,12,14-tetrahydro-1H-pyrano[3',4':6,7]-indolizino[1,2-b]quinolin-4-yl (4-nitrophenyl) carbonate